tert-butyl 4-(3-chloro-4-(dimethylcarbamoyl)phenyl)piperazine-1-carboxylate ClC=1C=C(C=CC1C(N(C)C)=O)N1CCN(CC1)C(=O)OC(C)(C)C